6-(2,2,2-trifluoroethyl)pyrimidine FC(CC1=CC=NC=N1)(F)F